CS(=O)(=O)OCCC1CCN(CC1)C(=O)OC(C)(C)C tert-Butyl 4-(2-((methylsulfonyl)oxy)ethyl)piperidine-1-carboxylate